Theanin N[C@@H](CCC(=O)NCC)C(=O)O